C12CCCC(CC1)N2CC2=CC1=C(C(N(C=C1C(F)(F)F)C1=CC(=CC=C1)C1(CCC1)C1=NN=CN1C)=O)N2 2-(8-azabicyclo[3.2.1]oct-8-ylmethyl)-6-[3-[1-(4-methyl-1,2,4-triazol-3-yl)cyclobutyl]phenyl]-4-(trifluoromethyl)-1H-pyrrolo[2,3-c]pyridin-7-one